C(C1=CC=CC=C1)OC(NC1CCC(CC1)N1C(N(CC1)C1CC(C1)OC(F)(F)F)=O)=O ((1r,4r)-4-(2-oxo-3-(3-(trifluoromethoxy)cyclobutyl)imidazolidin-1-yl)cyclohexyl)carbamic acid benzyl ester